CC1(CC2=C(C(N1)=O)C(=C(N2)C2=CC(=NC=C2)NC(C(=C)C2=CC=C(C=C2)F)=O)NC2=C(C=CC=C2)C)C N-{4-[6,6-Dimethyl-3-(2-methylanilino)-4-oxo-4,5,6,7-tetrahydro-1H-pyrrolo[3,2-c]pyridin-2-yl]pyridin-2-yl}-2-(4-fluorophenyl)propenamid